BrC1=NC=C(C(=N1)C1=CN=C2N1N=C(C(=C2)OC)N2CCS(CC2)(=O)=O)F 4-(3-(2-bromo-5-fluoropyrimidin-4-yl)-7-methoxyimidazo[1,2-b]pyridazin-6-yl)thiomorpholine 1,1-dioxide